6-(7-chloro-1H-indazol-5-yl)-5-phenyl-N2-(pyridin-3-ylmethyl)pyrazine-2,3-diamine ClC=1C=C(C=C2C=NNC12)C1=C(N=C(C(=N1)NCC=1C=NC=CC1)N)C1=CC=CC=C1